N-[3-(3-amino-propylcarbamoyl-amino)propyl]-4-[[3-(2,3-difluoro-4-methoxy-phenyl)imidazo[1,2-a]pyrazin-8-yl]amino]-2-ethyl-benzamide NCCCNC(=O)NCCCNC(C1=C(C=C(C=C1)NC=1C=2N(C=CN1)C(=CN2)C2=C(C(=C(C=C2)OC)F)F)CC)=O